C1(=CC=CC=C1)N(C(=O)N1[C@@H]([C@H]2CC[C@@H](C1)N2C(N(C)CC2=CC=C(C=C2)C#C)=O)C(=O)O)C2=CC=CC=C2 (1R,2S,5S)-3-(diphenylcarbamoyl)-8-((4-ethynylbenzyl)(methyl)carbamoyl)-3,8-diazabicyclo[3.2.1]octane-2-carboxylic acid